r-(methacryloyloxy)propyltrimethoxysilane C(C(=C)C)(=O)OCCC[Si](OC)(OC)OC